C(C)(C)[C@@H]1CCC=2N1N=C(N2)C(=O)N[C@@H]2C(N(C=1N(CC2)N=CC1)C)=O (5S)-5-Isopropyl-N-[(6S)-4-methyl-5-oxo-7,8-dihydro-6H-pyrazolo[1,5-a][1,3]diazepin-6-yl]-6,7-dihydro-5H-pyrrolo[1,2-b][1,2,4]triazol-2-carboxamid